ClC1=CC(=C(NC=C2C(OC(OC2=O)(C)C)=O)C=C1)C 5-[(4-chloro-2-methyl-anilino)methylene]-2,2-dimethyl-1,3-dioxane-4,6-dione